C1(CC1)CN1CC2=CC(=C(C=C2CC1)NC1=NC=C(C(=N1)C1=CC2=C(C(N(CCS2(=O)=O)C)=O)S1)C(F)(F)F)CC 7-(2-((2-(cyclopropylmethyl)-7-ethyl-1,2,3,4-tetrahydroisoquinolin-6-yl)amino)-5-(trifluoromethyl)pyrimidin-4-yl)-4-methyl-3,4-dihydrothieno[2,3-f][1,4]thiazepin-5(2H)-one 1,1-dioxide